9-bromo-6-((4,6-dimethyl-2-oxo-1,2-dihydropyridin-3-yl)methyl)-2-(4-(dimethylamino)bicyclo[2.2.2]octan-1-yl)-2,4-dimethyl-7,8-dihydro-[1,3]dioxolo[4,5-g]isoquinolin-5(6H)-one BrC=1C=2CCN(C(C2C(=C2C1OC(O2)(C)C21CCC(CC2)(CC1)N(C)C)C)=O)CC=1C(NC(=CC1C)C)=O